N-benzyl-1,3-bis(aminomethyl)benzene tert-Butyl-4-((1-(2-bromo-5-methoxy-4-nitrophenyl)-4-hydroxypiperidin-4-yl)methyl)piperazine-1-carboxylate C(C)(C)(C)OC(=O)N1CCN(CC1)CC1(CCN(CC1)C1=C(C=C(C(=C1)OC)[N+](=O)[O-])Br)O.C(C1=CC=CC=C1)NCC1=CC(=CC=C1)CN